C(=O)(O)CN1CCN2CCCN(CCN(CCC1)CC2)CC(=O)O di(carboxymethyl)-1,4,8,11-tetraaza-bicyclo[6.6.2]hexadecane